OC(CCCCCCCCCCC(=O)[O-])CCCCCC 12-hydroxy-octadecanoate